C(N)(=O)C=1C=C(C=CC1)C1CC2CCC(C1)N2CCN(C(=O)COC(C)=O)CC2CCC(CC2)(F)F acetic acid [{2-[3-endo-(3-carbamoyl-phenyl)-8-aza-bicyclo[3.2.1]oct-8-yl]-ethyl}-(4,4-difluoro-cyclohexylmethyl)carbamoyl]methyl ester